BrC=1C=C(C=CC1F)N1C(=NOC1=O)CC1=C(C=CC=C1)C=1C=C(C=CC1)NC(=O)NC1=CC=C(C=C1)C(F)(F)F 1-[3-[[4-(3-bromo-4-fluorophenyl)-5-oxo-4,5-dihydro-1,2,4-oxadiazol-3-yl]methylphenyl]phenyl]-3-[4-(trifluoromethyl)phenyl]urea